(2R)-2-(6-{5-chloro-2-[(oxan-4-yl)amino]pyrimidin-4-yl}-1-oxo-2,3-dihydro-1H-isoindol-2-yl)-3-hydroxy-N-[(1R)-1-(6-methylpyridin-2-yl)ethyl]propanamide ClC=1C(=NC(=NC1)NC1CCOCC1)C1=CC=C2CN(C(C2=C1)=O)[C@@H](C(=O)N[C@H](C)C1=NC(=CC=C1)C)CO